4-amino-N-(4-(trifluoromethyl)pyridin-2-yl)benzamide NC1=CC=C(C(=O)NC2=NC=CC(=C2)C(F)(F)F)C=C1